3-((3-(benzyloxy)-4,5-dihydroxybenzoyl) oxy)-4,5-dihydroxybenzoate C(C1=CC=CC=C1)OC=1C=C(C(=O)OC=2C=C(C(=O)[O-])C=C(C2O)O)C=C(C1O)O